(S)-N-((3,5-DIFLUORO-4-((1-(3-FLUOROAZETIDIN-1-YL)-5-(4-FLUOROPHENYL)PENTAN-3-YL)AMINO)PHENYL)SULFONYL)-1-METHOXYCYCLOPENTANE-1-CARBOXAMIDE FC=1C=C(C=C(C1N[C@H](CCN1CC(C1)F)CCC1=CC=C(C=C1)F)F)S(=O)(=O)NC(=O)C1(CCCC1)OC